1-[(1H-indazol-7-yl)methyl]-3-(4-trifluoromethylphenyl)thiourea N1N=CC2=CC=CC(=C12)CNC(=S)NC1=CC=C(C=C1)C(F)(F)F